[Cl-].C(C)[N+](C1C2C1(O2)OCC)(CCC)CC diethyl-2,3-epoxypropyl-[3-(methyl-methoxy)]cyclopropylammonium chloride